C1=C(C=CC=2C3=CC=CC(=C3CC12)B1OC(C)(C)C(C)(C)O1)B1OC(C)(C)C(C)(C)O1 fluorene-2,8-bis-boronic acid pinacol ester